1-[3-(Trifluoromethyl)azetidin-1-yl]-2-[6-[3-(trifluoromethyl)phenyl]pyrazolo[4,3-b]pyridin-1-yl]ethanone trifluoroacetate salt FC(C(=O)O)(F)F.FC(C1CN(C1)C(CN1N=CC2=NC=C(C=C21)C2=CC(=CC=C2)C(F)(F)F)=O)(F)F